C(C1=CC=CC=C1)NC1=CC(=NC=2N1N=CC2C(C)C)NCC2C(CNCC2)O 4-[[[7-(benzylamino)-3-propan-2-ylpyrazolo[1,5-a]pyrimidin-5-yl]amino]methyl]piperidin-3-ol